ethyl 4-(((1S,3S)-3-(2-cyanoacetoxy)cyclopentyl)amino)-1H-pyrrolo[2,3-b]pyridine-5-carboxylate C(#N)CC(=O)O[C@@H]1C[C@H](CC1)NC1=C2C(=NC=C1C(=O)OCC)NC=C2